C(C)(C)(C)OC(=O)N1CCC(CC1)OC1=NC=C(C=C1)C(C)=O 4-((5-Acetylpyridin-2-yl)oxy)piperidine-1-carboxylic acid tert-butyl ester